N-(3-(4-((1-methylpiperidin-4-yl)amino)quinazolin-6-yl)-1H-pyrrolo[2,3-b]pyridin-5-yl)-2-(piperazin-1-yl)isonicotinamide CN1CCC(CC1)NC1=NC=NC2=CC=C(C=C12)C1=CNC2=NC=C(C=C21)NC(C2=CC(=NC=C2)N2CCNCC2)=O